C(C)(C)N1C([C@@H](OC2(C1)CCN(CC2)CC2=CC=C(C#N)C=C2)C)=O (S)-4-((4-Isopropyl-2-methyl-3-oxo-1-oxa-4,9-diazaspiro[5.5]undecan-9-yl)methyl)benzonitril